C(C)OC[C@@H]1[C@H](C1)C(=O)OC(C)(C)C tert-butyl (1S,2S)-2-(ethoxymethyl)cyclopropanecarboxylate